F[C@H]1CN(CC1)C1CCC(CC1)N (1r,4r)-4-((R)-3-fluoropyrrolidin-1-yl)-cyclohexan-1-amine